8-(2,6-difluorophenyl)-N2-(4-(piperazin-1-yl)phenyl)pyrido[3,4-d]pyrimidine-2,4-diamine FC1=C(C(=CC=C1)F)C1=NC=CC2=C1N=C(N=C2N)NC2=CC=C(C=C2)N2CCNCC2